C(#N)C=1C(=NC(=CC1C)C)N1[C@@H](C[C@H](C1)N(C)C)C(=O)N(C=1C=C(C=CC1)C)CC (2S,4R)-1-(3-cyano-4,6-dimethylpyridin-2-yl)-4-(dimethylamino)-N-ethyl-N-(m-tolyl)pyrrolidine-2-carboxamide